2-hydroxy-4-allyloxymethyl-1,3,2-dioxaphospholene OP1OC=C(O1)COCC=C